1-(3,4-dimethoxyphenyl)-2-methyl-1-propanone COC=1C=C(C=CC1OC)C(C(C)C)=O